C[C@@H]1NCCC[C@@H]1C(=O)O (2S,3S)-2-Methyl-piperidine-3-carboxylic acid